NC1=C2N=CN(C2=NC(=N1)Cl)[C@H]1[C@H]([C@@H]([C@H](O1)COC(C(=O)O)(C(=O)O)CC1=CC(=NO1)C(=O)O)O)F 2-(((2R,3R,4S,5R)-5-(6-amino-2-chloro-9H-purin-9-yl)-4-fluoro-3-hydroxytetrahydrofuran-2-yl)methoxy)-2-((3-carboxyisoxazol-5-yl)methyl)malonic acid